hexa-n-propoxydisiloxane C(CC)O[Si](O[Si](OCCC)(OCCC)OCCC)(OCCC)OCCC